barium zinc thiogermanate [GeH](=S)[O-].[Zn+2].[Ba+2].[GeH](=S)[O-].[GeH](=S)[O-].[GeH](=S)[O-]